C(C)(C)(C)OC(=O)N1C=CC2=C(C(=CC(=C12)C)OC)CN1[C@H](CN(CC1)CC(F)F)C=1C=CC(=C2NCCOC21)C(=O)OC methyl 8-((2S)-1-((1-(tert-butoxycarbonyl)-5-methoxy-7-methylindol-4-yl)methyl)-4-(2,2-difluoroethyl)piperazin-2-yl)-3,4-dihydro-2H-1,4-benzoxazine-5-carboxylate